1,1-difluoro-2-{1-[4-fluoro-2-(trifluoromethyl)phenyl]-1H-pyrazol-3-yl}-6-azaspiro[2.5]octane-6-sulfonamide FC1(C(C12CCN(CC2)S(=O)(=O)N)C2=NN(C=C2)C2=C(C=C(C=C2)F)C(F)(F)F)F